(E)-3-amino-2-(1H-benzo[d][1,2,3]triazol-1-yl)-1,3-diphenylprop-2-en-1-one N/C(=C(\C(=O)C1=CC=CC=C1)/N1N=NC2=C1C=CC=C2)/C2=CC=CC=C2